BrC=1C=CC(=C(C1)NC12CN(CC(CC1)C2)CCOC2=C(C=NN2C)C2=NC(=CC(=C2)C(=O)OC)C)[N+](=O)[O-] methyl 2-[5-(2-{1-[(5-bromo-2-nitrophenyl) amino]-3-azabicyclo[3.2.1]octan-3-yl} ethoxy)-1-methylpyrazol-4-yl]-6-methylpyridine-4-carboxylate